[Co].[Cu].[Ni] nickel-copper-cobalt